BrC1=NC(=CC=C1)OCC1=C(C=C(C=C1)C(F)F)F 2-bromo-6-[[4-(difluoromethyl)-2-fluoro-phenyl]methoxy]pyridine